CN1C=NC(=C1)C1CCN(CC1)C1=NC=2C(=NC=C(N2)SC=2C(=NC=CC2)C(F)(F)F)N1 2-(4-(1-methyl-1H-imidazol-4-yl)piperidin-1-yl)-5-((2-(trifluoromethyl)pyridin-3-yl)thio)-1H-imidazo[4,5-b]pyrazine